5-Bromo-1-(difluoromethyl)-2-methyl-3-nitrobenzene BrC=1C=C(C(=C(C1)C(F)F)C)[N+](=O)[O-]